COCCN1CC2=CC=C(C=C2CC1)C=1C=C2C(=NC1)NN=C2C2=CC1=C(C(NCCO1)=O)C=C2 8-(5-(2-(2-methoxyethyl)-1,2,3,4-tetrahydroisoquinolin-6-yl)-1H-pyrazolo[3,4-b]pyridin-3-yl)-3,4-dihydrobenzo[f][1,4]oxazepin-5(2H)-one